3-amino-N,N-dimethylpyrrolidine-1-carboxamide NC1CN(CC1)C(=O)N(C)C